2,5-bis(3-dodecylthiophene-2-yl)thiophene C(CCCCCCCCCCC)C1=C(SC=C1)C=1SC(=CC1)C=1SC=CC1CCCCCCCCCCCC